CC=1C=C(C=CC1C)N(C1=CC=C(C=C1)C1=CC=C(C=C1)N(C1=CC=CC=C1)C1=CC(=C(C=C1)C)C)C1=CC=CC=C1 N,N'-bis(3,4-dimethylphenyl)-N,N'-Diphenyl-1,1'-biphenyl-4,4'-diamine